(R)-2-(3-(6-(hydroxymethyl)-2,2-dimethylmorpholino)-5-methyl-1,2,4-triazin-6-yl)-5-(trifluoromethyl)phenol OC[C@H]1CN(CC(O1)(C)C)C=1N=NC(=C(N1)C)C1=C(C=C(C=C1)C(F)(F)F)O